C(#N)C(CC=1C(NC=CC1)=O)NC(=O)[C@@H]1[C@H]2C([C@H]2CN1C([C@H](C(C)(C)C)NC(C(F)(F)F)=O)=O)(C)C (1R,2S,5S)-N-(1-Cyano-2-(2-oxo-1,2-dihydropyridin-3-yl)ethyl)-3-((S)-3,3-dimethyl-2-(2,2,2-trifluoroacetamido)butanoyl)-6,6-dimethyl-3-azabicyclo[3.1.0]hexane-2-carboxamide